C(CCCCCCCCCCCCCCC)N1C(=NC=C1)C 1-hexadecyl-2-methyl-1H-imidazole